2-(imidazo[2,1-b]thiazol-6-yl)-N-[4-(5-methyl-1H-indol-3-yl)thiazol-2-yl]acetamide S1C=2N(C=C1)C=C(N2)CC(=O)NC=2SC=C(N2)C2=CNC1=CC=C(C=C21)C